(R)-3-((2-chloro-5-(ethoxymethyl)pyrimidin-4-yl)(methyl)amino)-10-methyl-9,10,11,12-tetrahydro-8H-[1,4]diazepino[5',6':4,5]thieno[3,2-f]quinoxalin-8-one ClC1=NC=C(C(=N1)N(C1=NC=2C=CC3=C(C2N=C1)C1=C(S3)C(N[C@@H](CN1)C)=O)C)COCC